CN(C/C=C/CN(C)[C@H](CNCCNC(=O)C1=CNC(=C1C)\C=C\1/C(NC2=CC=C(C=C12)F)=O)C)C N-(2-((S)-2-((E)-4-(dimethylamino)-N-methylbut-2-enylamino)propylamino)ethyl)-5-((Z)-(5-fluoro-2-oxoindol-3-ylidene)methyl)-4-methyl-1H-pyrrole-3-carboxamide